Cl.N[C@H](C(=O)NCC1=CC=C(C=C1)C1=CC=C(C=C1)OC(F)(F)F)CCC (S)-2-amino-N-((4'-(trifluoromethoxy)[1,1'-biphenyl]-4-yl)methyl)pentanamide hydrochloride